IC1=CN(C2=NC=C(C=C21)C2=CC=C1CCN(CC1=C2)C)S(=O)(=O)C2=CC=C(C)C=C2 7-(3-iodo-1-tosyl-1H-pyrrolo[2,3-b]pyridin-5-yl)-2-methyl-1,2,3,4-tetrahydroisoquinoline